C(C)(C)NC(=O)NC(C)C 1,3-Diisopropylurea